N-(1-methyl-1H-pyrazol-4-yl)-4-(3a-methylhexahydropyrrolo[3,4-c]pyrrol-2(1H)-yl)pyrimidin-2-amine CN1N=CC(=C1)NC1=NC=CC(=N1)N1CC2CNCC2(C1)C